C(C)(=O)C1=C(C(=C(C(=C1)OC)NCCNC(C(=C)C)=O)OC)N N-(2-((4-Acetyl-3-amino-2,6-dimethoxyphenyl)amino)ethyl)methacrylamid